methyl 4-oxo-5H-furo[3,2-c]quinoline-7-carboxylate O=C1NC=2C=C(C=CC2C2=C1C=CO2)C(=O)OC